C1(=CC=CC=C1)S(=O)N1CCCCC1 1-(benzenesulfinyl)piperidine